FC(CN(CC[C@@H](C(=O)O)NC1=NC(=NC2=CC=CC=C12)C=1C=NC=CC1)CCCCC1=NC=2NCCCC2C=C1)F (S)-4-((2,2-difluoroethyl)(4-(5,6,7,8-tetrahydro-1,8-naphthyridin-2-yl)butyl)amino)-2-((2-(pyridin-3-yl)quinazolin-4-yl)amino)butanoic acid